C(#N)C=1C(C([C@@H]2CC[C@]3([C@@]4(CC[C@@H]5CCC(C[C@@H]5[C@H]4C(C=C3[C@]2(C1)C)=O)(C)C)C)C)(C)C)=O (4aS,6aR,6bS,8aR,12aS,14aR,14bS)-11-cyano-2,2,6a,6b,9,9,12a-heptamethyl-10,14-dioxo-1,3,4,5,6,6a,6b,7,8,8a,9,10,12a,14,14a,14b-hexadecahydropicene